P1(=O)(O)OC2=C(C3=CC=CC=C3C=C2)C2=C(C=CC3=CC=CC=C23)O1 (S)-(+)-1,1'-Binaphthalene-2,2'-diyl hydrogenphosphate